IC1=C(C=CC=C1)N1C=CC2=CC(=CC=C12)Cl 1-(2-iodophenyl)-5-chloro-1H-indole